(3R)-3-({2-[1-(piperidin-4-yl)-1H-pyrazol-4-yl][1,2,4]triazolo[1,5-c]quinazolin-5-yl}amino)azepan N1CCC(CC1)N1N=CC(=C1)C1=NN2C(=NC=3C=CC=CC3C2=N1)N[C@H]1CNCCCC1